3-(2-(4-chlorobutyryl)-1-phenylhydrazino)-3-oxopropanoic acid ethyl ester C(C)OC(CC(=O)N(NC(CCCCl)=O)C1=CC=CC=C1)=O